7-(4-bromo-3-chloro-benzoyl)-2-[4-(cyclopropoxy)phenyl]-6-methyl-N-[[2-(1-methylimidazol-4-yl)phenyl]methyl]-3-oxo-6,8-dihydro-5H-imidazo[1,5-a]pyrazine-1-carboxamide BrC1=C(C=C(C(=O)N2CC=3N(CC2C)C(N(C3C(=O)NCC3=C(C=CC=C3)C=3N=CN(C3)C)C3=CC=C(C=C3)OC3CC3)=O)C=C1)Cl